2-[[5-(2,6-dimethoxyphenyl)-1-(4-(N-(3-dimethylaminopropyl)-N-methylcarbamoyl)-2-isopropylphenyl)-1H-pyrazole-3-carbonyl]amino]adamantane-2-carboxylic acid COC1=C(C(=CC=C1)OC)C1=CC(=NN1C1=C(C=C(C=C1)C(N(C)CCCN(C)C)=O)C(C)C)C(=O)NC1(C2CC3CC(CC1C3)C2)C(=O)O